CC(C)(C1=CC=CC=C1)O 2-phenylisopropanol